[Se](=O)(O)O.[Se] Selenium (Selenious Acid)